4-methoxybenzyl-1H-pyrazolo[3,4-b]pyridine-5-carboxylate COC1=CC=C(COC(=O)C=2C=C3C(=NC2)NN=C3)C=C1